2-{2-ethyl-6-[(±)-1-methylpyrrolidin-3-yl]-5,8-dioxo-5,6,7,8-tetrahydro-4H-pyrazolo[1,5-a]pyrrolo[3,4-d]pyrimidin-4-yl}-N-(5-fluoropyridin-2-yl)acetamide C(C)C1=NN2C(N(C3=C(C2=O)CN(C3=O)[C@H]3CN(CC3)C)CC(=O)NC3=NC=C(C=C3)F)=C1 |r|